FC1(OC2=C(O1)C=CC(=C2)[C@@H](C)NC(=O)N2C(CC2=O)C(=O)O)F 1-{[(1R)-1-(2,2-difluoro-1,3-benzodioxol-5-yl)ethyl]Carbamoyl}-4-oxo-azetidine-2-carboxylic acid